C(CC)S(=O)(=O)[O-].[S+2].C(CC)S(=O)(=O)[O-] sulfur propanesulfonate